ClC=1C=C(NC2CCC2)C=C(C1)Cl 3,5-dichloro-N-cyclobutylaniline